3-(4-(trifluoromethoxy)phenyl)tetrahydro-1H-pyrrolizin FC(OC1=CC=C(C=C1)C1CCC2=CCCN12)(F)F